S(SCCCN)(O)(=O)=O S-(3-aminopropyl) thiobisulphate